C(C)(C)(C)OC(=O)N1C[C@@H](CC1)OCCCCCC=1C=CC2=C(N(CC(N2C)=O)C(=O)OC(C)(C)C)N1 (R)-tert-butyl 6-(5-((1-(tert-butoxycarbonyl)pyrrolidin-3-yl)oxy)pentyl)-1-methyl-2-oxo-2,3-dihydropyrido[2,3-b]pyrazine-4(1H)-carboxylate